FC=1C(=NC(=NC1)NC1=CC=C(C=C1)OCCOC)NC=1C=C(C=CC1)N1CCC(CC1)C(=O)N (3-((5-fluoro-2-((4-(2-methoxyethoxy)phenyl)amino)pyrimidin-4-yl)amino)phenyl)piperidine-4-carboxamide